N1=C(C=CC=C1)CN1CCNCCCNCCNCCC1.[Pd+2] Palladium(II) 2-pyridylmethyl-1,4,8,11-tetraazacyclotetradecane